terphenyl phosphorothioate P(O)(O)(O)=S.C1(=CC=CC=C1)C=1C(=CC=CC1)C1=CC=CC=C1